beta-amino-1,1'-binaphthyl NC1=C(C2=CC=CC=C2C=C1)C1=CC=CC2=CC=CC=C12